ClC=1C(=NC=2CN(CCC2C1)C(=O)OC(C)(C)C)OCC1=C(C=C(C=C1)Cl)F tert-butyl 3-chloro-2-((4-chloro-2-fluorobenzyl) oxy)-5,8-dihydro-1,7-naphthyridine-7(6H)-carboxylate